2-[6-amino-5-(trifluoromethyl)pyridin-3-yl]-N-[(1S)-1-(pyridin-3-yl)ethyl]-6,7-dihydrospiro[pyrazolo[5,1-c][1,4]oxazine-4,3'-pyrrolidine]-1'-carboxamide NC1=C(C=C(C=N1)C1=NN2C(=C1)C1(CN(CC1)C(=O)N[C@@H](C)C=1C=NC=CC1)OCC2)C(F)(F)F